C(C)(C)(C)OC(NC1=C(C=C(C=C1C)I)C)=O (4-iodo-2,6-dimethylphenyl)carbamic acid tert-butyl ester